3-((4-(5-chloro-1-((4-fluoropiperidin-4-yl)methyl)-1H-indol-7-yl)pyrrolo[2,1-f][1,2,4]triazin-6-yl)methyl)-6,6-dimethyl-3-azabicyclo[3.1.0]hexane-2,4-dione ClC=1C=C2C=CN(C2=C(C1)C1=NC=NN2C1=CC(=C2)CN2C(C1C(C1C2=O)(C)C)=O)CC2(CCNCC2)F